2-Ethyl (3S)-1-[5-[6-(tert-butoxycarbonylamino)hexyl]-3-pyridyl]piperidine-3-carboxylate C(C)(C)(C)OC(=O)NCCCCCCC=1C=C(C=NC1)N1C[C@H](CCC1)C(=O)OCC